FC=1C(=NC(=NC1)NC1=CC=C(C=C1)N1CCOCC1)NCCCC(=O)NO 4-((5-fluoro-2-((4-morpholinylphenyl)amino)pyrimidin-4-yl)amino)-N-hydroxybutyramide